C(C)(C)[Si](C#CC=1C=CC=C2C=C(C=C(C12)O)O)(C(C)C)C(C)C 8-[2-(triisopropylsilyl)ethynyl]naphthalene-1,3-diol